NC1CCC(CC1)CN1CCN(CC1)C1=CC(=C(C=C1C)C1C(NC(CC1)=O)=O)F 3-[4-[4-[(4-Aminocyclohexyl)methyl]piperazin-1-yl]-2-fluoro-5-methyl-phenyl]piperidine-2,6-dione